N-(4-(4-Amino-1-isopropyl-7-((1r,4r)-4-morpholinocyclohexyl)-1H-pyrazolo[4,3-c]pyridin-3-yl)-2,5-difluorophenyl)-2,5-dichlorobenzenesulfonamide NC1=NC=C(C2=C1C(=NN2C(C)C)C2=CC(=C(C=C2F)NS(=O)(=O)C2=C(C=CC(=C2)Cl)Cl)F)C2CCC(CC2)N2CCOCC2